(2R)-N-[2-(1-benzylpiperidin-4-yl)ethyl]-4-(2,5-difluorophenyl)-2-methylpiperazine-1-carboxamide C(C1=CC=CC=C1)N1CCC(CC1)CCNC(=O)N1[C@@H](CN(CC1)C1=C(C=CC(=C1)F)F)C